C(C1=CC(OC)=C(O)C=C1)([2H])[C@](C(=O)O)(O)C1=CC=CC=C1 vanillyl-d,l-mandelic acid